BrC1=CN=CC=2[C@H]3N(C[C@@H](OC21)C3)C(=O)OC(C)(C)C Tert-Butyl (2S,5S)-9-bromo-2,3-dihydro-2,5-methanopyrido[3,4-f][1,4]oxazepine-4(5H)-carboxylate